3-methyl-2-oxo-2,3-dihydro-1H-benzimidazole-4-carbaldehyde CN1C(NC2=C1C(=CC=C2)C=O)=O